5-Amino-4-hydroxynaphthalene-2-sulfonic acid NC1=C2C(=CC(=CC2=CC=C1)S(=O)(=O)O)O